(furan-3-yl)-6-(4-phenylbutoxy)-2-(pyridin-3-yl)-1H-inden-1-one O1C=C(C=C1)C1=C(C(C2=CC(=CC=C12)OCCCCC1=CC=CC=C1)=O)C=1C=NC=CC1